3-(((1-methylpiperidin-4-yl)methyl)amino)pyrazine-2-carboxylic acid hydrochloride salt Cl.CN1CCC(CC1)CNC=1C(=NC=CN1)C(=O)O